(6-(2-hydroxy-4-(1H-pyrazol-4-yl)phenyl)pyridazin-3-yl)(2,2,6,6-tetramethylpiperidin-4-yl)methanone OC1=C(C=CC(=C1)C=1C=NNC1)C1=CC=C(N=N1)C(=O)C1CC(NC(C1)(C)C)(C)C